6-((1R,2R)-2-(5-cyanopyrimidin-2-yl)cyclobutyl)-4-oxo-1-((R)-1-(6-(trifluoromethyl)pyridin-3-yl)ethyl)-4,5-dihydro-1H-pyrazolo[3,4-d]pyrimidine-3-carbonitrile C(#N)C=1C=NC(=NC1)[C@H]1[C@@H](CC1)C=1NC(C2=C(N1)N(N=C2C#N)[C@H](C)C=2C=NC(=CC2)C(F)(F)F)=O